N[C@H](CCC(=O)[O-])C(=O)[O-] D-GLUTAMATE